1,3,5-triazaadamantane-imine N12C(N3CN(CC(C1)C3)C2)=N